6-phenyl-7-(pyridine-2-yl)-7H-indolo[2,3-c]quinoline C1(=CC=CC=C1)C1=NC2=CC=CC=C2C2=C1N(C=1C=CC=CC12)C1=NC=CC=C1